ClC1=C(C(N(C(N1CC#CC1=CC(=CC=C1)O)=O)C)=O)NC(C#CC)=O N-(6-chloro-1-(3-(3-hydroxyphenyl)prop-2-yn-1-yl)-3-methyl-2,4-dioxo-1,2,3,4-tetrahydropyrimidin-5-yl)but-2-ynamide